C(C)(C)(C)C=1C(C(=CC(C1)=CC)C(C)(C)C)=O 2,6-di-tert-butyl-4-ethylidenecyclohexa-2,5-dien-1-one